C(C1=CC=CC=C1)OC(=O)NCCN1CCN(CC1)C(=O)OC(C)(C)C tert-Butyl 4-(2-[[(benzyloxy)carbonyl]amino]ethyl)piperazine-1-carboxylate